N4,6-dimethyl-N2-[7-(3-pyrrolidin-1-ylpropoxy)benzofuran-5-yl]pyrimidine-2,4-diamine CNC1=NC(=NC(=C1)C)NC=1C=C(C2=C(C=CO2)C1)OCCCN1CCCC1